CC1=C(C(=O)O)C(=CC(=C1O)C)C 2,4,6-trimethyl-3-hydroxybenzoic acid